(+-)-4-(3-(1H-indol-4-yl)-1,4-oxazepan-4-yl)-6-methylpyridin-2-amine N1C=CC2=C(C=CC=C12)[C@@H]1COCCCN1C1=CC(=NC(=C1)C)N |r|